BrC=1C=2N(CC(C1)=NS(=O)(=O)CC(C)(C)O)N=CC2C#N 4-bromo-6-(2-hydroxy-2-methylpropylsulfonylimino)pyrazolo[1,5-a]pyridine-3-carbonitrile